(R)-tert-butyl 3-(2-(4-(3-fluorophenyl)-3-isopropyl-6-oxopyridazin-1(6H)-yl)acetamido)piperidine-1-carboxylate FC=1C=C(C=CC1)C=1C(=NN(C(C1)=O)CC(=O)N[C@H]1CN(CCC1)C(=O)OC(C)(C)C)C(C)C